1-(hex-5-en-1-yloxy)-3-methylbenzene C(CCCC=C)OC1=CC(=CC=C1)C